1-deoxy-D-xylulose 5-diphosphate P(O)(=O)(OP(=O)(O)O)OC[C@H]([C@@H](C(C)=O)O)O